C(C1=CC=CC=C1)OC(=O)C(C(=O)OCC)(C(F)(F)F)O ethyl 2-(benzyloxycarbonyl)-3,3,3-trifluoro-2-hydroxypropanoate